4-(5-(4-Ethoxy-3-methoxyphenyl)pyridin-3-yl)-1,2-oxaborolan-2-ol C(C)OC1=C(C=C(C=C1)C=1C=C(C=NC1)C1CB(OC1)O)OC